N1=C(N=CC2=C1NC(C2([2H])[2H])([2H])[2H])N 6,7-dihydro-5H-pyrrolo[2,3-d]pyrimidin-5,5,6,6-d4-amine